C[C@@H](CO)CN1CCCCC1 (R)-2-methyl-3-(piperidin-1-yl)propan-1-ol